9-(4-chloro-2-fluoro-phenyl)-2,3-dimethyl-7-[(2R,4S)-2-[1-(trifluoromethyl)pyrazol-4-yl]tetrahydropyran-4-yl]pyrazino[1,2-a]pyrimidin-4-one ClC1=CC(=C(C=C1)C1=NC(=CN2C1=NC(=C(C2=O)C)C)[C@@H]2C[C@@H](OCC2)C=2C=NN(C2)C(F)(F)F)F